C(C)(C)(C)C=1C=C(N(N1)C1=CC=C(C=C1)C)NC(=O)NC1=CC=C(C2=CC=CC=C12)OCCN1CSCC1 1-[5-tert-butyl-2-p-tolyl-2H-pyrazol-3-yl]-3-[4-(2-thiazolidine-3-yl-ethoxy)naphthalen-1-yl]-urea